(2RS,4aSR,9bRS)-2,8-dimethyl-4,4a,5,9b-tetrahydroindeno[1,2-d][1,3]dioxazine CN1OC[C@H]2[C@@H](O1)C1=CC(=CC=C1C2)C |r|